4-(4-(6-(2-(2,5-dimethyl-1H-pyrrol-1-yl)-[1,2,4]triazolo[1,5-a]pyridin-7-yl)pyrazin-2-yl)-1H-pyrazol-1-yl)-4-(4-fluorophenyl)butane-1,2-diol CC=1N(C(=CC1)C)C1=NN2C(C=C(C=C2)C2=CN=CC(=N2)C=2C=NN(C2)C(CC(CO)O)C2=CC=C(C=C2)F)=N1